N-(5-bromo-4-(2-(dimethylamino)ethoxy)pyridin-2-yl)-6-(2-chloro-4-(5-methyl-1,2,4-oxadiazol-3-yl)phenyl)nicotinamide BrC=1C(=CC(=NC1)NC(C1=CN=C(C=C1)C1=C(C=C(C=C1)C1=NOC(=N1)C)Cl)=O)OCCN(C)C